C(C)(C)(C)NC(=O)C1=C(C2=C(N=C(N=C2C2=CC(=CC=C2)NC(CN2CCCC2)=O)SC)S1)N tert-butyl-5-amino-2-methylthio-4-(3-(2-(pyrrolidin-1-yl)-acetamido)-phenyl)-thieno[2,3-d]pyrimidine-6-carboxamide